5-((4-(2,6-dichlorophenyl)piperazin-1-yl)methyl)-2-(2,6-dioxopiperidin-3-yl)isoindoline-1,3-dione ClC1=C(C(=CC=C1)Cl)N1CCN(CC1)CC=1C=C2C(N(C(C2=CC1)=O)C1C(NC(CC1)=O)=O)=O